10-(1-((6-chloro-2-(1-(2-hydroxyethyl)-1H-1,2,4-triazol-3-yl)pyridin-3-yl)amino)ethyl)-8-methyl-4,5-dihydro-3H,6H-2,2a,5a-triazaaceanthrylen-6-one ClC1=CC=C(C(=N1)C1=NN(C=N1)CCO)NC(C)C=1C=C(C=C2C(N3CCCN4N=CC(C12)=C43)=O)C